FC=1C=C2C(=CNC2=CC1)CC1=NC=CC=C1 5-fluoro-3-(pyridin-2-ylmethyl)-1H-indole